isoundecyldodecylphthalate C(CCCCCCCC(C)C)C=1C(=C(C(C(=O)[O-])=CC1)C(=O)[O-])CCCCCCCCCCCC